(S)-4-(2-acryloyl-2,6-diazaspiro[3.4]octan-6-yl)-6-(1H-imidazol-1-yl)-2-((1-methylpyrrolidin-2-yl)methoxy)pyrimidine-5-carbonitrile C(C=C)(=O)N1CC2(C1)CN(CC2)C2=NC(=NC(=C2C#N)N2C=NC=C2)OC[C@H]2N(CCC2)C